(R)-2-Chloro-4-(3-methyl-8-(6-(2-oxo-7-azaspiro[3.5]nonane-7-carbonyl)pyridin-3-yl)-2,8-diazaspiro[4.5]decan-2-yl)benzonitrile ClC1=C(C#N)C=CC(=C1)N1CC2(C[C@H]1C)CCN(CC2)C=2C=NC(=CC2)C(=O)N2CCC1(CC(C1)=O)CC2